N=1C=2N(C(C1)C(=O)N)C=CC2 pyrrolo[1,2-a]imidazole-3-carboxamide